3-fluoro-phenyl-acetylene FC=1C=C(C=CC1)C#C